4-butyl-2,7-bis(2-fluorophenyl)triazolopyrimidine C(CCC)N1C=NC(=C2C1=NN(N2)C2=C(C=CC=C2)F)C2=C(C=CC=C2)F